9-methyl-3,4,6,7,8,9-hexahydro-2H-pyrimido[1,2-a]pyrimidin-1-ium 1,1,2,2,3,3,4,4,4-nonafluorobutane-1-sulfonate FC(C(C(C(F)(F)F)(F)F)(F)F)(S(=O)(=O)[O-])F.CN1CCCN2C1=[NH+]CCC2